N-Boc-2-methylpiperazine C(=O)(OC(C)(C)C)N1C(CNCC1)C